C(C)(=O)OCCCCCCC=CC=C 7,9-decadienyl acetate